perfluorobutyl-sulfonyl azide FC(C(C(C(F)(F)F)(F)F)(F)F)(S(=O)(=O)N=[N+]=[N-])F